OC1=C(C(=O)C2=CC=CC=C2)C=C(C(=C1)OC(CCCC)CCCCC)[N+](=O)[O-] 2-hydroxy-4-5-decyloxy-5-nitrobenzophenone